ClC=1C=C2C=C(N(C2=CC1)S(=O)(=O)C1=CC=C(C=C1)C)C1=CC=CC=C1 5-chloro-2-phenyl-1-[(4-methylphenyl)sulfonyl]-1H-indole